ClC1=CC(=C(C=C1)[C@@H]1OC2=C(C=CC=C2C(=C1)F)C1CCN(CC1)CC1=NC=2C(=NC(=CC2)C(=O)O)N1CC1(CC1)CF)F (R)-2-((4-(2-(4-chloro-2-fluorophenyl)-4-fluoro-2H-chromen-8-yl)piperidin-1-yl)methyl)-3-((1-(fluoromethyl)cyclopropyl)methyl)-3H-imidazo[4,5-b]pyridine-5-carboxylic acid